C(C=C(C)CCC=C(C)CCC=C(C)C)C=CC(C)=C.[C] carbon farnesyl-isoprene